C(C)(C)C1=NSC(=N1)NCC1=C(C=NN1C)C1=NC=C(C(=N1)C)O[C@@H]1C[C@H](CCC1)C(=O)O (1S,3S)-3-((2-(5-(((3-isopropyl-1,2,4-thiadiazol-5-yl)amino)methyl)-1-methyl-1H-pyrazol-4-yl)-4-methylpyrimidin-5-yl)oxy)cyclohexane-1-carboxylic acid